(R)-3-(2-chloro-5-(trifluoromethoxy)pyridin-3-yl)-1-isopropyl-N-(3-methyl-1,1-dioxidothietan-3-yl)-4,5,6,7-tetrahydro-1H-indazole-6-carboxamide ClC1=NC=C(C=C1C1=NN(C=2C[C@@H](CCC12)C(=O)NC1(CS(C1)(=O)=O)C)C(C)C)OC(F)(F)F